3-(benzo[d]thiazol-6-yl)-N-(4-(4-(4-methylpiperazin-1-yl)-4-oxobutyl)-1-phenyl-1H-imidazol-2-yl)benzamide S1C=NC2=C1C=C(C=C2)C=2C=C(C(=O)NC=1N(C=C(N1)CCCC(=O)N1CCN(CC1)C)C1=CC=CC=C1)C=CC2